BrC1=CC(=C(CN2C(C3=CC=CC(=C3C2=O)F)=O)C(=C1)F)F 2-(4-bromo-2,6-difluorobenzyl)-4-fluoroisoindoline-1,3-dione